OC1=CC=2\C(\C(\C3=CC(=CC=C3C2C=C1)O)=N\C(CO)CO)=N/C(CO)CO 2,2'-((1E,1'E)-(2,7-dihydroxyphenanthrene-9,10-diylidene)bis(azanylylidene))bis(propane-1,3-diol)